Cl.NC1CCC(CC1)NC(=O)C=1N=NN(C1)C1CC1 N-((1r,4r)-4-aminocyclohexyl)-1-cyclopropyl-1H-1,2,3-triazole-4-carboxamide hydrochloride